N-[trans-(7RS,9RS)-3-cyclopropyl-9-(3,4-dihydro-2H-chromen-3-ylcarbamoylamino)-5-(2-methylpropylsulfamoyl)-8,9-dihydro-7H-cyclopenta[h]isoquinolin-7-yl]pyridine-3-carboxamide C1(CC1)C=1N=CC2=C3C(=CC(=C2C1)S(NCC(C)C)(=O)=O)[C@@H](C[C@H]3NC(NC3COC1=CC=CC=C1C3)=O)NC(=O)C=3C=NC=CC3 |r|